S1C(=NC2=C1C=CC=C2)NC(=O)C=2C=CC=C1CCN(CC21)C2=CC=C(C(=N2)C(=O)O)C=2C=NN(C2C)CC2(CCCCCC2)OCC2OCCOC2 6-[8-(1,3-benzothiazol-2-ylcarbamoyl)-3,4-dihydroisoquinolin-2(1H)-yl]-3-(1-{[1-(1,4-dioxan-2-ylmethoxy)cycloheptyl]methyl}-5-methyl-1H-pyrazol-4-yl)pyridine-2-carboxylic acid